1-{[(2S)-1-(cyanoacetyl)azetidin-2-yl]methoxy}-7-(prop-2-yloxy)isoquinoline-6-carboxamide C(#N)CC(=O)N1[C@@H](CC1)COC1=NC=CC2=CC(=C(C=C12)OC(C)C)C(=O)N